methyl 3-(aminomethyl)bicyclo[1.1.1]pentane-1-carboxylate NCC12CC(C1)(C2)C(=O)OC